(5-fluoropyridin-2-yl)-6-(2-methoxyethyl)-6-methyl-4,5,6,7-tetrahydropyrazolo[1,5-a]pyridine FC=1C=CC(=NC1)C1=NN2C(CCC(C2)(C)CCOC)=C1